C1(=CC=CC=C1)N=C(C(=C)C1=CC=NC=C1)C1=CC=CC=C1 N,1-diphenyl-2-(4-pyridyl)prop-2-en-1-imine